(+-)-trans-2-methoxycycloheptylamine CO[C@H]1[C@@H](CCCCC1)N |r|